3-(3-Cyano-1H-indol-5-yl)-2-{[4-(2-oxo-1,4-dihydro-2H-quinazolin-3-yl)-piperidin-1-carbonyl]-amino}-propionic acid methyl ester COC(C(CC=1C=C2C(=CNC2=CC1)C#N)NC(=O)N1CCC(CC1)N1C(NC2=CC=CC=C2C1)=O)=O